ClC=1C=C(C=NC1N1N=CC=N1)NC(=O)C=1C=NN(C1C(F)(F)F)C1=CN=C(C2=CC=CC=C12)N1C[C@@H](CC1)O (R)-N-(5-chloro-6-(2H-1,2,3-triazol-2-yl)pyridin-3-yl)-1-(1-(3-hydroxypyrrolidin-1-yl)isoquinolin-4-yl)-5-(trifluoromethyl)-1H-pyrazole-4-carboxamide